{1-[3-(4-Chloro-phenyl)-adamantan-1-yl]-ethyl}-(1-methyl-piperidin-4-yl)-amine ClC1=CC=C(C=C1)C12CC3(CC(CC(C1)C3)C2)C(C)NC2CCN(CC2)C